2-(bis(4-methoxybenzyl)amino)-4-(heptan-4-ylamino)pyridin COC1=CC=C(CN(C2=NC=CC(=C2)NC(CCC)CCC)CC2=CC=C(C=C2)OC)C=C1